(3S)-3-[4-(3-bromo-2-methyl-phenoxy)butyl]piperidine BrC=1C(=C(OCCCC[C@@H]2CNCCC2)C=CC1)C